C(C)(C)NC=1N=C(C2=C(N1)C=CS2)NC2=C(C=CC=C2)C(F)(F)F N2-isopropyl-N4-(2-(trifluoromethyl)phenyl)thieno[3,2-d]pyrimidine-2,4-diamine